bis[4-(1,1-dimethylpropyl)phenyl]iodonium tert-Butyl-3-(acetylthio)azetidine-1-carboxylate C(C)(C)(C)OC(=O)N1CC(C1)SC(C)=O.CC(CC)(C)C1=CC=C(C=C1)[I+]C1=CC=C(C=C1)C(CC)(C)C